BrC1=CC(=C(N1C)C1=C(C=C(C=C1)Cl)Cl)C#N 5-bromo-2-(2,4-dichlorophenyl)-1-methyl-1H-pyrrole-3-carbonitrile